nonylphenol propionate C(CC)(=O)OC1=C(C=CC=C1)CCCCCCCCC